COC1=CC=C(CN(S(=O)(=O)[C@H](CC(=O)OC(C)C)[C@@H](CC=C)C)CC2=CC=C(C=C2)OC)C=C1 (3R,4R)-ISOPROPYL 3-(N,N-BIS(4-METHOXYBENZYL)SULFAMOYL)-4-METHYLHEPT-6-ENOATE